OC=1C=C2CC(C(C2=CC1O)=O)CC1=CC(=C(C=C1)O)[N+](=O)[O-] 5,6-dihydroxy-2-(4-hydroxy-3-nitrobenzyl)-2,3-dihydro-1H-inden-1-one